C(C=C)OC=1C=C(C=C(C1Cl)CC1=CC=CC=C1)C1(O[C@@H]([C@H]([C@@H]([C@H]1O)O)O)CO)OC (3R,4S,5S,6R)-2-(3-(allyloxy)-5-benzyl-4-chlorophenyl)-6-(hydroxymethyl)-2-methoxytetrahydro-2H-pyran-3,4,5-triol